FC(C1=NN=C(O1)C1=CC=C(C=C1)NC(OC(C)(C)C)=O)(F)F tert-butyl {4-[5-(trifluoromethyl)-1,3,4-oxadiazol-2-yl]phenyl}carbamate